CN1N=CC(=C1)C1=CNC2=NC=C(N=C21)N[C@@H](C)C=2C=C(C=CC2)NC(=O)C2=CN=C(S2)C(F)(F)F (S)-N-(3-(1-((7-(1-methyl-1H-pyrazol-4-yl)-5H-pyrrolo[2,3-b]pyrazin-2-yl)amino)ethyl)phenyl)-2-(trifluoromethyl)thiazole-5-carboxamide